tert-butyl 4-((2-(2,6-dioxopiperidin-3-yl)-1,3-dioxoisoindolin-4-yl)oxy)piperidine-1-carboxylate O=C1NC(CCC1N1C(C2=CC=CC(=C2C1=O)OC1CCN(CC1)C(=O)OC(C)(C)C)=O)=O